C(C)(C)(C)OC(=O)N(C/C=C/C(=O)OCC)CCCCN1C2=C(CCC3=C1C=CC=C3)C=CC(=C2)Cl Ethyl (E)-4-{tert-butoxycarbonyl-[4-(3-chloro-10,11-dihydro-5H-dibenzo[b,f]azepin-5-yl)butyl]amino}but-2-enoate